2-(2-(dimethylamino)ethyl)-3-ethyl-6-methoxy-N2-methylpyridine-2,5-diamine CN(CCC1(NC(=C(C=C1CC)N)OC)NC)C